C1(CC1)C1=NC=NC(=C1C=1C=C2C(=CN1)NC=C2CC2=CC=C(C=C2)C=2N(C=C(N2)C(F)(F)F)C)OC 5-(4-cyclopropyl-6-methoxy-pyrimidin-5-yl)-3-[[4-[1-methyl-4-(trifluoromethyl)imidazol-2-yl]phenyl]methyl]-1H-pyrrolo[2,3-c]pyridine